FC=1C=C2C(=CNC2=CC1)CCN(CC#C)C(C)C N-(2-(5-fluoro-1H-indol-3-yl)ethyl)-N-isopropylprop-2-yn-1-amine